(R,E)-10-methyl-3-(2-(prop-1-en-1-yl)-1H-imidazol-1-yl)-9,10,11,12-tetrahydro-8H-[1,4]diazepino[5',6':4,5]thieno[3,2-f]quinolin-8-one C[C@H]1NC(C2=C(C=3C=4C=CC(=NC4C=CC3S2)N2C(=NC=C2)\C=C\C)NC1)=O